3-(6-Methylquinolin-2-yl)-2-phenyl-4H-chromen-4-one CC=1C=C2C=CC(=NC2=CC1)C1=C(OC2=CC=CC=C2C1=O)C1=CC=CC=C1